1-bromo-2-chloro-4-(difluoromethoxy)-3-methylsulfanyl-benzene BrC1=C(C(=C(C=C1)OC(F)F)SC)Cl